CN(C)C[C@@H]1[C@@H]([C@@H]2CN(CC[C@@H](CN12)O)C(=O)NC1=CC=C(C=C1)OC)C=1C=NC(=CC1)C#CC1=CC=CC=C1 (3S,8R,9S,10S)-10-((dimethylamino)methyl)-3-hydroxy-N-(4-methoxyphenyl)-9-(6-(phenylethynyl)pyridin-3-yl)-1,6-diazabicyclo[6.2.0]decane-6-carboxamide